ClC=1C(NC(C1C1=CC=C(C=C1)F)=O)=O 3-Chloro-4-(4-fluorophenyl)-1H-pyrrole-2,5-dione